CN1CCC(CC1)N1N=CC=C1 1-(1-methylpiperidin-4-yl)-1H-pyrazole